2-cyanopyridine-4-carboxylic acid C(#N)C1=NC=CC(=C1)C(=O)O